C(C(C)NC(C1=CN=CC=C1)=O)NC(C1=CN=CC=C1)=O N,N'-Propylenedinicotinamide